[OH-].C(C)(C)[Sn+]=O i-propyl-tin oxide hydroxide